C(C)SC=1C(=NC=CC1)C1=NC2=C(N1C)C=CC(=C2)C(C(F)(F)F)(F)F 2-(3-ethylsulfanyl-pyridin-2-yl)-1-methyl-5-pentafluoroethyl-1H-benzimidazole